(S)-methyl (4-(4-((2-amino-2,4-dimethylpentyl)oxy)-3-(methylsulfonyl)phenyl)pyridin-2-yl)carbamate N[C@](COC1=C(C=C(C=C1)C1=CC(=NC=C1)NC(OC)=O)S(=O)(=O)C)(CC(C)C)C